(5-((2-bromobenzyl)oxy)-4-oxo-4H-chromen-2-carbonylamino)-L-phenylalanine BrC1=C(COC2=C3C(C=C(OC3=CC=C2)C(=O)NN[C@@H](CC2=CC=CC=C2)C(=O)O)=O)C=CC=C1